(1S,3S,4S)-2-((5-chloropyridin-3-yl)-L-alanyl)-N-((S)-1-cyano-2-((R)-2-oxopiperidin-3-yl)ethyl)-5,5-difluoro-2-azabicyclo[2.2.2]octane-3-carboxamide ClC=1C=C(C=NC1)N[C@@H](C)C(=O)N1[C@@H]2CC([C@H]([C@H]1C(=O)N[C@@H](C[C@@H]1C(NCCC1)=O)C#N)CC2)(F)F